(1S,4S)-tert-Butyl 5-(4-((5-(trifluoromethyl)pyridin-3-yl)amino)pyrido[3,2-d]pyrimidin-6-yl)-2,5-diazabicyclo[2.2.1]heptane-2-carboxylate FC(C=1C=C(C=NC1)NC=1C2=C(N=CN1)C=CC(=N2)N2[C@@H]1CN([C@H](C2)C1)C(=O)OC(C)(C)C)(F)F